5-chloro-2-[[6-chloro-3-(4,4-difluoro-1-piperidyl)-4-quinolyl]amino]benzoic acid ClC=1C=CC(=C(C(=O)O)C1)NC1=C(C=NC2=CC=C(C=C12)Cl)N1CCC(CC1)(F)F